N'-(2-fluoro-4-(methylsulfonyl)phenyl)-2-(4-(2-fluoro-9-hydroxy-9-(trifluoromethyl)-9H-fluoren-4-yl)-1H-pyrazol-1-yl)propanehydrazide FC1=C(C=CC(=C1)S(=O)(=O)C)NNC(C(C)N1N=CC(=C1)C1=CC(=CC=2C(C3=CC=CC=C3C12)(C(F)(F)F)O)F)=O